(4-bromophenoxy)(tert-butyl)diphenylsilane BrC1=CC=C(O[Si](C2=CC=CC=C2)(C2=CC=CC=C2)C(C)(C)C)C=C1